C(C)NC(C(=O)O)(CC)C 2-(ETHYLAMINO)-2-METHYLBUTANOIC ACID